4-[(4-hydroxy-4-methyl-cyclohexyl)amino]-2-methylsulfanyl-pyrimidine-5-carbaldehyde OC1(CCC(CC1)NC1=NC(=NC=C1C=O)SC)C